6-cyclobutoxy-4-ethylpyridin-3-amine C1(CCC1)OC1=CC(=C(C=N1)N)CC